C(C)(C)(C)NS(=O)(=O)C1=C(C=CC(=C1)NC(=O)NCC1=NC=CC=C1)C1=CN=C(S1)C1CCC(CC1)NC(OC(C)(C)C)=O tert-butyl ((1r,4r)-4-(5-(2-(N-(tert-butyl)sulfamoyl)-4-(3-(pyridin-2-ylmethyl)ureido)phenyl)thiazol-2-yl)cyclohexyl)carbamate